C1(CC1)NC(C([C@H](CCC)NC(=O)[C@H]1N(C[C@H]2[C@@H]1CCC2)C([C@H](C(C)(C)C)NC(CC2CCC(CC2)(F)F)=O)=O)=O)=O (1S,3aR,6aS)-N-((S)-1-(cyclopropylamino)-1,2-dioxohexan-3-yl)-2-((S)-2-(2-(4,4-difluorocyclohexyl)acetamido)-3,3-dimethylbutanoyl)octahydrocyclopenta[c]pyrrole-1-carboxamide